FC1=C(C=CC=C1)C(\C=C\C1=CC(=C(C=C1)O)[N+](=O)[O-])=O (E)-1-(2-Fluorophenyl)-3-(4-hydroxy-3-nitrophenyl)prop-2-en-1-one